Glycerol Dodecanoate C(CCCCCCCCCCC)(=O)OCC(O)CO